O[C@H]1[C@@H](C2=CC=CC=C2C(C1)(C)C)NC(=O)NC=1C(=NC(=C(C1)C)C=1C=NNC1)C1=CC=CC=C1 1-((1r,2r)-2-hydroxy-4,4-dimethyl-1,2,3,4-tetrahydronaphthalen-1-yl)-3-(5-methyl-6-(1H-pyrazol-4-yl)-2-phenylpyridin-3-yl)urea